(Z)-3-(9-phenyl-9H-carbazol-3-yl)-2-(pyridin-4-yl)acrylonitrile C1(=CC=CC=C1)N1C2=CC=CC=C2C=2C=C(C=CC12)\C=C(/C#N)\C1=CC=NC=C1